[Si](C)(C)(C(C)(C)C)OCC#CC1=CC(=C(C=C1)C=1N=NN(C1)CC1OCC(CO1)(C)C)CC 4-(4-(3-(tert-butyldimethylsilyloxy)prop-1-ynyl)-2-ethylphenyl)-1-((5,5-dimethyl-1,3-dioxan-2-yl)methyl)-1H-1,2,3-triazole